(R)-2,6-diamino-9-(1-(but-2-ynoyl)piperidin-3-yl)-7-(4-phenoxyphenyl)-7,9-dihydro-8H-purin-8-one NC1=NC(=C2N(C(N(C2=N1)[C@H]1CN(CCC1)C(C#CC)=O)=O)C1=CC=C(C=C1)OC1=CC=CC=C1)N